4-(1H-pyrazol-4-yl)-1H-pyrrolo[2,3-c]pyridin N1N=CC(=C1)C1=C2C(=CN=C1)NC=C2